ClC1=CC=C(C=C1)C(NC(=O)C=1C(NC(=CC1)C(F)(F)F)=O)C1=NC=NC=C1 N-((4-chlorophenyl)(pyrimidin-4-yl)methyl)-2-oxo-6-(trifluoromethyl)-1,2-dihydropyridine-3-carboxamide